4-(4-(benzyloxy)phenyl)-1,4-diazepan-1-carboxylic acid tert-butyl ester C(C)(C)(C)OC(=O)N1CCN(CCC1)C1=CC=C(C=C1)OCC1=CC=CC=C1